(S)-ethyl 2-(2-((5-bromo-2-(1-(2-methoxyethyl)pyrrolidin-3-yl)-2H-indazol-3-yl)methoxy)phenyl)acetate BrC1=CC2=C(N(N=C2C=C1)[C@@H]1CN(CC1)CCOC)COC1=C(C=CC=C1)CC(=O)OCC